(trans-3-hydroxycyclobutyl)-7-methyl-2-((6-methyl-2,3-dihydrobenzofuran-5-yl)amino)-7,9-dihydro-8H-purin-8-one O[C@@H]1C[C@H](C1)N1C2=NC(=NC=C2N(C1=O)C)NC=1C(=CC2=C(CCO2)C1)C